C(C)(=O)ON=C(C(=O)C=1C=CC=2N(C3=CC=C(C=C3C2C1)CC(COC1CCCCC1)=NOC(C)=O)CC)CCCCCC 1-[6-[2-[(acetoxy)imino]-3-cyclohexane-1-oxypropyl]-9-ethyl-9H-carbazol-3-yl]-1,2-octanedione-2-(O-acetyloxime)